N1=CN=CC2=C1CN(CC2)C(=O)[O-] 5,8-dihydropyrido[3,4-d]Pyrimidine-7(6H)-carboxylate